BrC=1C=CC=2N(C1)C(=C(N2)N2N=C1C(C=NC(=C1)C(F)(F)F)=C2)S(=O)(=O)CC 2-(6-bromo-3-ethylsulfonyl-imidazo[1,2-a]pyridin-2-yl)-6-(trifluoro-methyl)pyrazolo[4,3-c]pyridine